7-[4-(2,2-difluoroethylamino)-5-methoxy-pyrimidin-2-yl]-6-fluoro-3-[(4S)-4-[[6-oxo-5-(trifluoromethyl)-1-(2-trimethylsilylethoxymethyl)pyridazin-4-yl]amino]pentyl]quinazolin-4-one FC(CNC1=NC(=NC=C1OC)C1=C(C=C2C(N(C=NC2=C1)CCC[C@H](C)NC=1C=NN(C(C1C(F)(F)F)=O)COCC[Si](C)(C)C)=O)F)F